FC1([C@@H](C1)N1N=C(C(=C1)I)C)F |r| (R)- and (S)-1-(2,2-Difluorocyclopropyl)-4-iodo-3-methyl-1H-pyrazole